3-(phenylsulfonyl)-1,2,5-oxadiazol-2-oxide C1(=CC=CC=C1)S(=O)(=O)C1=[N+](ON=C1)[O-]